C(C)(C)(C)OC(=O)N(C(OC(C)(C)C)=O)C[C@@H]1C[C@H](C1)N1N=C(C(=C1)I)C1CC1 tert-butyl (tert-butoxycarbonyl)((trans-3-(3-cyclopropyl-4-iodo-1H-pyrazol-1-yl)cyclobutyl)methyl)carbamate